N-(4-([1,4'-bipiperidin]-1'-ylmethyl)phenyl)-4-((3-fluorophenyl)amino)benzamide N1(CCCCC1)C1CCN(CC1)CC1=CC=C(C=C1)NC(C1=CC=C(C=C1)NC1=CC(=CC=C1)F)=O